(R)-7-(1,4-dimethyl-1H-1,2,3-triazol-5-yl)-5-(3-methylmorpholine-yl)-3-(1H-pyrazol-5-yl)isothiazolo[4,5-b]pyridine 1,1-dioxide CN1N=NC(=C1C1=C2C(=NC(=C1)N1[C@@H](COCC1)C)C(=NS2(=O)=O)C2=CC=NN2)C